N-[3-(4,5-dimethyl-6-oxo-1,6-dihydropyrimidin-2-yl)-2-fluoro-4-(trifluoromethyl)benzyl]isobutyramide CC=1N=C(NC(C1C)=O)C=1C(=C(CNC(C(C)C)=O)C=CC1C(F)(F)F)F